4-((S or R)-4-((1R,5S)-3,8-diazabicyclo[3.2.1]octan-3-yl)-6-chloro-2-(4-(dimethyl-amino)butoxy)-8-fluoro-quinazolin-7-yl)naphthalen [C@H]12CN(C[C@H](CC1)N2)C2=NC(=NC1=C(C(=C(C=C21)Cl)C2=CC=CC1=CC=CC=C21)F)OCCCCN(C)C